BrC1=CC2=C(N(C(N2C2CCN(CC2)C)=O)CC2=C(C=C(C=C2)C=2OC(=NN2)C(F)F)F)C=C1F 5-bromo-1-(4-(5-(difluoromethyl)-1,3,4-oxadiazole-2-yl)-2-fluorobenzyl)-6-fluoro-3-(1-methylpiperidine-4-yl)-1,3-dihydro-2H-benzo[d]imidazole-2-one